C(C)(C)(C)OC(=O)N1C2=C(OC=C1)C=CN=C2.COC2=CC=C(C=C2)C(=C)C2=CC=CC=C2 1-methoxy-4-(1-phenylvinyl)benzene tert-butyl-pyrido[4,3-b][1,4]oxazine-4-carboxylate